aniline hydride [H-].NC1=CC=CC=C1